1,1-dichloro-3,8b-dihydro-2aH-cyclobuta[c]chromen-2-one ClC1(C(C2COC=3C=CC=CC3C21)=O)Cl